C(CCCCCCCCCCCCCCCCC)(=O)OCCCCC(OC(NCCN(C(OC(C)(C)C)=O)CCN(C)C)=O)CCCCOC(CCCCCCCCCCCCCCCCC)=O 5-[2-(dimethylamino) ethyl]-2,2-dimethyl-4,9-dioxo-11-{4-[(1-oxooctadecyl) oxy] butyl}-5,8-diaza-3,10-dioxapentadecan-15-yl octadecanoate